BrC=1N=C(N(C1C=1C=NC(=NC1)C)C)C1CC1 5-(4-bromo-2-cyclopropyl-1-methyl-1H-imidazol-5-yl)-2-methylpyrimidine